ClCC(=O)C1=C(C=C(C=C1)F)F 2-chloro-1-(2,4-difluorophenyl)-ethan-1-one